phenyl-1,2-ethylene glycol C1(=CC=CC=C1)C(CO)O